CC1=C(OC2=C(C=C(C=C2C1=O)C)C(C)NC1=C(C(=O)O)C=CC=C1)C=1C=NN(C1)C=1C=NC=CC1 2-[1-[3,6-Dimethyl-4-oxo-2-[1-(3-pyridyl)pyrazol-4-yl]chromen-8-yl]ethylamino]benzoic acid